C(#N)C=1C=C(C=CC1)NC(C1=C(N=C(C=C1)C)N1CCCC1)=O N-(3-cyanophenyl)-6-methyl-2-(pyrrolidin-1-yl)nicotinamide